(2R)-3-amino-2-benzyl-N-[3-(1H-pyrazol-4-yl)-1H-indol-7-yl]propionamide NC[C@H](C(=O)NC=1C=CC=C2C(=CNC12)C=1C=NNC1)CC1=CC=CC=C1